racemic-N-[(3S,4R)-7-methyl-6-oxo-4-({[(1S,4S)-4-(prop-1-yn-1-yl)cyclohexyl]Oxy}methyl)-1,3,4,6-tetrahydro-2H-quinolizin-3-yl]Methanesulfonamide CC=1C(N2[C@H]([C@H](CCC2=CC1)NS(=O)(=O)C)COC1CCC(CC1)C#CC)=O |r|